((2R,3S,4R,5R)-5-(4-aminopyrrolo[2,1-f][1,2,4]triazin-7-yl)-5-cyano-3,4-dihydroxytetrahydrofuran-2-yl)methyl ((R)-2-((4-cyano-3-fluorobenzyl)oxy)henicosyl) hydrogen phosphate P(=O)(OC[C@H]1O[C@@]([C@@H]([C@@H]1O)O)(C#N)C1=CC=C2C(=NC=NN21)N)(OC[C@@H](CCCCCCCCCCCCCCCCCCC)OCC2=CC(=C(C=C2)C#N)F)O